1-(5-bromo-2-methylphenyl)-3-chloro-4-((3,5-difluoropyridin-2-yl)methoxy)-6-methylpyridin-2(1H)-one BrC=1C=CC(=C(C1)N1C(C(=C(C=C1C)OCC1=NC=C(C=C1F)F)Cl)=O)C